O1C2=C(OCC1)C=C(C=C2)[C@H]([C@@H](CN2CCCC2)NC(=O)C2CN(CC2)C2=NC=CC=C2)O N-((1R,2R)-1-(2,3-dihydrobenzo[b][1,4]dioxin-6-yl)-1-hydroxy-3-(pyrrolidin-1-yl)propan-2-yl)-1-(pyridin-2-yl)pyrrolidine-3-carboxamide